FC1=C(C=CC=C1C(F)(F)F)N(C(=O)NC=1C=NC(=C(C1)F)N1C=NC(=C1)C1(S(CCC1)(=O)=O)C)C 1-(2-fluoro-3-(trifluoromethyl)phenyl)-3-(5-fluoro-6-(4-(2-methyl-1,1-dioxidotetrahydrothiophen-2-yl)-1H-imidazol-1-yl)pyridin-3-yl)-1-methylurea